Methyl 5-(((2R,3S)-1-(tert-butoxycarbonyl)-2-methylazetidin-3-yl)oxy)-6-methylpicolinate C(C)(C)(C)OC(=O)N1[C@@H]([C@H](C1)OC=1C=CC(=NC1C)C(=O)OC)C